CC1=C(C2=C(C=N1)C=CN2CC2=CC=C(C=C2)NS(=O)=O)C2=NN(C=C2)C N-(4-((6-methyl-7-(1-methyl-1H-pyrazol-3-yl)-1H-pyrrolo[3,2-c]pyridin-1-yl)methyl)phenyl)sulfonamide